CN1[C@@H](CC1)C=CC=O 3-((S)-1-methylazetidin-2-yl)prop-2-en-1-one